CC1=C(SC=2N=C(N=C(C21)N(CC(=O)NC=2C=NC=CC2)C)C2=NC=CC=C2)C 2-{[5,6-dimethyl-2-(pyridin-2-yl)thieno[2,3-d]pyrimidin-4-yl](methyl)amino}-N-(pyridin-3-yl)acetamide